ClC1=CC=CC(=N1)C(CN)C=1C=NN(C1)C 2-(6-chloro-2-pyridinyl)-2-(1-methylpyrazol-4-yl)ethylamine